(R)-4,5-dimethyl-6-(3-(2-phenylmorpholino)-7,8-dihydro-1,6-naphthyridin-6(5H)-yl)pyridazine-3-carbonitrile CC1=C(N=NC(=C1C)N1CC=2C=C(C=NC2CC1)N1C[C@H](OCC1)C1=CC=CC=C1)C#N